C(=O)C=1C(=NN2C1CN(CCC2)C(=O)OC(C)(C)C)C(=O)OC 5-tert-butyl 2-methyl 3-formyl-7,8-dihydro-4H-pyrazolo[1,5-a][1,4]diazepine-2,5(6H)-dicarboxylate